1-(2-(tert-butoxy)-2-oxoethyl)-1-((1-(tert-butoxycarbonyl)azetidin-3-yl)methyl)-4-carboxypiperidin-1-ium C(C)(C)(C)OC(C[N+]1(CCC(CC1)C(=O)O)CC1CN(C1)C(=O)OC(C)(C)C)=O